C(CCCCC)OC1=C(C(=CC=C1)O)C(\C=C\C1=CC=C(C=C1)OCOC)=O (E)-1-(2-Hexoxy-6-hydroxyphenyl)-3-[4-(methoxymethoxy)phenyl]prop-2-en-1-one